IN1N=CC=C1C iodo-5-methyl-1H-pyrazol